1-Diphenylphosphino-1'-(di-butylphosphino)ferrocen C1(=CC=CC=C1)P([C-]1C=CC=C1)C1=CC=CC=C1.C(CCC)P([C-]1C=CC=C1)CCCC.[Fe+2]